N-(2,2-difluoroethyl)acetamide FC(CNC(C)=O)F